N(=[N+]=[N-])CCOCCO[C@@H]1[C@@H](CC2=CC=CC=C12)O (1S,2R)-cis-1-(2-(2-azidoethoxy)ethoxy)-2-indanol